N2-(3-chloro-2-(4,4-difluoropiperidin-1-yl)phenyl)-N5,N5-dimethylthiophene-2,5-disulfonamide ClC=1C(=C(C=CC1)NS(=O)(=O)C=1SC(=CC1)S(=O)(=O)N(C)C)N1CCC(CC1)(F)F